C1ON1 (2,3)-oxaziridine